[Co].[Tb].ClC1=CC=C2C(=CN=CC2=C1)S(=O)(=O)NC1=C(C=C(C(=C1)F)CC#N)F 7-chloro-N-[4-(cyanomethyl)-2,5-difluoro-phenyl]isoquinoline-4-sulfonamide Terbium-cobalt